3,4-dimethyl-1-(2-nitrophenyl)-1H-pyrrole-2,5-dione CC=1C(N(C(C1C)=O)C1=C(C=CC=C1)[N+](=O)[O-])=O